NC1=C(C(=NN1C1=NN(C=C1)C)SCC)C1=CC(CC1)C(=O)OC methyl 3-[5-amino-3-ethylsulfanyl-1-(1-methylpyrazol-3-yl)pyrazol-4-yl]cyclopent-2-ene-1-carboxylate